C(C)OC(=O)C1=C(NC(=C1Br)C=O)C 4-bromo-5-formyl-2-methyl-1H-pyrrole-3-carboxylic acid ethyl ester